tert-butyl 4-((6-(4-fluoro-2-nitrophenyl)pyrimidin-4-yl)amino)piperidine-1-carboxylate FC1=CC(=C(C=C1)C1=CC(=NC=N1)NC1CCN(CC1)C(=O)OC(C)(C)C)[N+](=O)[O-]